C(C)(=O)NC=1SC(=CN1)Br 2-acetylamino-5-bromo-thiazole